Titanium (IV) tetra(methylphenoxide) CC1=C([O-])C=CC=C1.CC1=C([O-])C=CC=C1.CC1=C([O-])C=CC=C1.CC1=C([O-])C=CC=C1.[Ti+4]